FC(C1=CC=C(C=C1)CC(=O)NC1=CC=C(C=C1)B(O)O)(F)F (4-(2-(4-trifluoromethylphenyl)acetamido)phenyl)boronic acid